3,5-difluoro-3'-(5-(trifluoromethyl)-2,3-dihydrobenzofuran-2-yl)-[1,1'-biphenyl]-4-ol FC=1C=C(C=C(C1O)F)C1=CC(=CC=C1)C1OC2=C(C1)C=C(C=C2)C(F)(F)F